4-[cyclopropyl-[4-(5,6,7,8-tetrahydro-1,8-naphthyridin-2-yl)butyl]amino]-2-(4-pyridylmethoxycarbonylamino)butanoic acid C1(CC1)N(CCC(C(=O)O)NC(=O)OCC1=CC=NC=C1)CCCCC1=NC=2NCCCC2C=C1